O1C=C(C2=C1C=CC=C2)C2N(CCC1=CC(=CC=C21)C2=CC=CC=C2)C(=O)N (benzofuran-3-yl)-6-phenyl-3,4-dihydroisoquinoline-2(1H)-carboxamide